C(=O)(OC(C)(C)C)N[C@@H]([C@H](O)C)C(=O)O boc-L-threonine